2-((1-cyano-6,11-dihydrodibenzo[b,e]oxepin-11-yl)(methyl)amino)-5-hydroxy-N-(isoxazol-4-yl)-1-(2-methoxyethyl)-6-oxo-1,6-dihydropyrimidine-4-carboxamide C(#N)C1=CC=CC=2OCC3=C(C(C21)N(C=2N(C(C(=C(N2)C(=O)NC=2C=NOC2)O)=O)CCOC)C)C=CC=C3